Cis-tert-butyl 4-(7-((8-fluoro-2-methylimidazo[1,2-a]pyridin-6-yl)carbamoyl)-2-((1s,3s)-3-methoxycyclobutyl)-2H-indazol-4-yl)piperazine-1-carboxylate FC=1C=2N(C=C(C1)NC(=O)C1=CC=C(C3=CN(N=C13)[C@@H]1C[C@@H](C1)OC)N1CCN(CC1)C(=O)OC(C)(C)C)C=C(N2)C